C(C)OC(=C)C=1SC=C(N1)C(F)(F)F 2-(1-ethoxyvinyl)-4-(trifluoromethyl)thiazole